2-chloro-4-(9-phenyl-9H-carbazol-2-yl)benzofuro[2,3-d]Pyrimidine ClC=1N=C(C2=C(N1)OC1=C2C=CC=C1)C1=CC=2N(C3=CC=CC=C3C2C=C1)C1=CC=CC=C1